C(CC)OC(NCCO)=O propyl(2-hydroxyethyl)carbamate